C(=O)O.CC1=NN2C(C=CC(=C2)NC(=O)N2CCC=3C2=NC=CC3N3C[C@@H](NCC3)C)=N1 (S)-N-(2-methyl-[1,2,4]triazolo[1,5-a]pyridin-6-yl)-4-(3-methylpiperazin-1-yl)-2,3-dihydro-1H-pyrrolo[2,3-b]pyridine-1-carboxamide formate